6-chloro-N-{(3S)-4-[2-(4-chloro-3-fluorophenoxy)acetamido]-3-hydroxybicyclo[2.2.2]oct-1-yl}-3,4-dihydro-2H-1,4-benzoxazine-2-carboxamide ClC=1C=CC2=C(NCC(O2)C(=O)NC23C[C@@H](C(CC2)(CC3)NC(COC3=CC(=C(C=C3)Cl)F)=O)O)C1